FC1=C(C=C(C=C1)F)C(CC#CC#CC=1C=CNC1)N1C(C2=CC=CC(=C2C1)F)=O 4-(6-(2,5-Difluorophenyl)-6-(4-fluoro-1-oxoisoindolin-2-yl)hex-1,3-diyn-1-yl)-1H-pyrrole